5-(Azetidin-3-ylamino)-2-methyl-N-(1-(1,2,3,4-tetrahydronaphthalen-1-yl)ethyl)benzamide N1CC(C1)NC=1C=CC(=C(C(=O)NC(C)C2CCCC3=CC=CC=C23)C1)C